ClC=1C=CC(=C(C1)[C@H](CCN([C@@H](C(=O)O)C1=C(C(=C(C=C1)F)C)C1CCC(CC1)OC(F)(F)F)C)CCN1CCCCC1)C (R)-2-(((S)-3-(5-chloro-2-methylphenyl)-5-(piperidin-1-yl)pentyl)(methyl)-amino)-2-(4-fluoro-3-methyl-2-((1r,4R)-4-(trifluoromethoxy)cyclohexyl)phenyl)acetic acid